C(C)OC(OCC)[SiH2]CCCOC(C(=C)C)=O diethoxymethyl(3-methacryloyloxypropyl)silane